{4-[dimethoxy-(6-methoxynaphthalen-2-yl)methyl]phenyl}dimethylsulfonium nonafluorobutanesulfonate FC(C(C(C(S(=O)(=O)[O-])(F)F)(F)F)(F)F)(F)F.COC(C1=CC=C(C=C1)[S+](C)C)(C1=CC2=CC=C(C=C2C=C1)OC)OC